FC=1C=C(C=CC1OC(F)(F)F)C1=NN=C(S1)CSC1=CC(=C(OC(C(=O)O)(C)C)C=C1)C 2-(4-(((5-(3-fluoro-4-(trifluoromethoxy)phenyl)-1,3,4-thiadiazol-2-yl)methyl)thio)-2-methylphenoxy)-2-methylpropanoic acid